behenyl-propyl-amine oxide C(CCCCCCCCCCCCCCCCCCCCC)[NH+](CCC)[O-]